[3-[3-(3-oxetanyl)-1H-1,2,4-triazol-1-yl]phenyl]methanone O1CC(C1)C1=NN(C=N1)C=1C=C(C=CC1)C=O